NCC(O)C1=CC=C(C=C1)Br 2-amino-1-(4-bromophenyl)ethan-1-ol